FC(C=1C(=CN(C(C1)=O)C)C(=O)NC1=C(C=C(C(=C1)C1=NC(=CC=C1)N1CCOCC1)F)N1C[C@H](N(CC1)C)C)F |r| 4-(difluoromethyl)-N-[4-fluoro-5-(6-morpholin-4-ylpyridin-2-yl)-2-[rac-(3R)-3,4-dimethylpiperazin-1-yl]phenyl]-1-methyl-6-oxopyridine-3-carboxamide